3-(3,4-dihydroxyphenyl)-1-(2,4,6-trihydroxyphenyl)propan-1-one OC=1C=C(C=CC1O)CCC(=O)C1=C(C=C(C=C1O)O)O